N-(2-(4-((4-(5-fluoro-2-propionyl-1H-indol-3-yl)-1H-1,2,3-triazol-1-yl)methyl)piperidin-1-yl)ethyl)-1-(4-(trifluoromethyl)phenyl)methanesulfonamide FC=1C=C2C(=C(NC2=CC1)C(CC)=O)C=1N=NN(C1)CC1CCN(CC1)CCNS(=O)(=O)CC1=CC=C(C=C1)C(F)(F)F